3,3-dimethyl-1H-pyrido[2,3-b][1,4]Oxazin-2-one CC1(C(NC2=C(O1)N=CC=C2)=O)C